COC1=CC=C(CC2(N=CC(=C3C2COC3)N)NCC3=CC=C(C=C3)OC)C=C1 4,N4-bis(4-methoxybenzyl)-1,3-dihydrofuro[3,4-c]pyridine-4,7-diamine